((1s,3s)-3-hydroxy-3-methylcyclobutyl)(6-(3-methyl-4-(trifluoromethyl)phenoxy)-2-azaspiro[3.3]hept-2-yl)methanone OC1(CC(C1)C(=O)N1CC2(C1)CC(C2)OC2=CC(=C(C=C2)C(F)(F)F)C)C